2-(5-carbamoyl-4-(5-((3,4-difluorobenzyl)carbamoyl)thiophen-2-yl)-6-isobutyl-3-(5-methyl-1,3,4-oxadiazol-2-yl)pyridin-2-yl)ethyl methanesulfonate CS(=O)(=O)OCCC1=NC(=C(C(=C1C=1OC(=NN1)C)C=1SC(=CC1)C(NCC1=CC(=C(C=C1)F)F)=O)C(N)=O)CC(C)C